FC1=C(CN2N=C(C=3C2=NC=CC3)C3=NC(=C(C(=N3)N)N=NC3=CC=CC=C3)N)C=CC=C1 2-[1-(2-fluorobenzyl)-1H-pyrazolo[3,4-b]pyridine-3-yl]-5-[phenyl-diazenyl]-4,6-pyrimidinediamine